ClC=1C=C(C=CC1C)C\C(\C(=O)O)=N/OC (E)-3-(3-chloro-4-methylphenyl)-2-(methoxyimino)propionic acid